COC=1C=C(CN2C(C=CC(=C2)C2=NC(=NC(=C2)C(F)(F)F)S(=O)(=O)CCCCCCC)=O)C=CC1OC 1-(3,4-dimethoxybenzyl)-5-(2-(heptylsulfonyl)-6-(trifluoromethyl)pyrimidin-4-yl)pyridin-2(1H)-one